6-(2-chloro-3,5-dimethoxyphenyl)-N-(4-(4-ethylpiperazin-1-yl)phenyl)-[1,2,4]triazolo[4',3':1,6]pyrido[2,3-d]pyrimidin-2-amine ClC1=C(C=C(C=C1OC)OC)C1=CC2=C(N=C(N=C2)NC2=CC=C(C=C2)N2CCN(CC2)CC)N2C1=NN=C2